Allyl 8-[2-[[(2S)-1-methylpyrrolidin-2-yl]methoxy]spiro[6,8-dihydro-5H-quinazoline-7,1'-indane]-4-yl]-3,8-diazabicyclo[3.2.1]octane-3-carboxylate CN1[C@@H](CCC1)COC1=NC=2CC3(CCC4=CC=CC=C34)CCC2C(=N1)N1C2CN(CC1CC2)C(=O)OCC=C